aminopropyltri-methyl-oxysilane NCCC[Si](OC)(OC)OC